3-chloro-4-[3-(4-chloro-5-methoxy-1-methyl-1H-indole-2-amido)oxetan-3-yl]benzoic acid ClC=1C=C(C(=O)O)C=CC1C1(COC1)NC(=O)C=1N(C2=CC=C(C(=C2C1)Cl)OC)C